[7-fluoro-8-(2-triisopropylsilylethynyl)-1-naphthyl] 2,2-dimethylpropanoate CC(C(=O)OC1=CC=CC2=CC=C(C(=C12)C#C[Si](C(C)C)(C(C)C)C(C)C)F)(C)C